NC1=C(SC(=C1)C1=C(C=CC(=C1)F)OC)C(=O)N[C@@H]1CN(CCC1)C(=O)OCCCC butyl (S)-3-(3-amino-5-(5-fluoro-2-methoxyphenyl)thiophene-2-carboxamido)piperidine-1-carboxylate